(s)-2-hydroxyhexanoic acid O[C@H](C(=O)O)CCCC